bis(9,9-dimethyl-fluoren-2-yl)-N,N'-diphenyl-benzidine CC1(C2=CC=CC=C2C=2C=CC(=CC12)N(C1=CC=C(C2=CC=C(N(C3=CC=CC=C3)C3=CC=4C(C5=CC=CC=C5C4C=C3)(C)C)C=C2)C=C1)C1=CC=CC=C1)C